2-(dibenzo[b,d]furan-4-yl)-4-phenyl-6-(2-(spiro[cyclopentane-1,9'-fluoren]-2'-yl)phenyl)-1,3,5-triazine C1=CC=C(C=2OC3=C(C21)C=CC=C3)C3=NC(=NC(=N3)C3=CC=CC=C3)C3=C(C=CC=C3)C3=CC=2C1(C4=CC=CC=C4C2C=C3)CCCC1